potassium (((1S,4S)-5-(tert-butoxycarbonyl)-2,5-diazabicyclo[2.2.1]heptan-2-yl)methyl)trifluoroborate C(C)(C)(C)OC(=O)N1[C@@H]2CN([C@H](C1)C2)C[B-](F)(F)F.[K+]